molybdenum phenethyl-benzene C(CC1=CC=CC=C1)C1=CC=CC=C1.[Mo]